C(C)OC(=O)[C@@H]1[C@H](C1)C1=NC=CC(=N1)C (1S,2S)-2-(4-methylpyrimidin-2-yl)cyclopropane-1-carboxylic acid ethyl ester